C(C(O)C)(=O)[O-].[In+3].C(C(O)C)(=O)[O-].C(C(O)C)(=O)[O-] indium DL-lactate